5-methoxy-4-methyl-2,4-dihydro-3H-1,2,4-triazol-3-one COC=1N(C(NN1)=O)C